N1(CCCCCC1)C/C=C/C1=NC=CC(=C1)N1C2CN(CC1CC2)C2=C(N=NC(=C2)C2=C(C=CC=C2)OCOC)N (E)-4-(8-(2-(3-(azepan-1-yl)prop-1-en-1-yl)pyridin-4-yl)-3,8-diazabicyclo[3.2.1]octan-3-yl)-6-(2-(methoxymethoxy)phenyl)pyridazin-3-amine